C(C)C(C(=O)O)(CCCC(=O)O)CC 2,2-diethyl-adipic acid